tert-butyl N-[1-[7-[[8-(methanesulfonamidomethyl)-6-methyl-imidazo[1,2-a]pyrazin-2-yl]carbamoyl]-2-methyl-indazol-4-yl]-4-piperidyl]carbamate CS(=O)(=O)NCC=1C=2N(C=C(N1)C)C=C(N2)NC(=O)C2=CC=C(C1=CN(N=C21)C)N2CCC(CC2)NC(OC(C)(C)C)=O